CN1C(=CC=2C(NC=CC21)=O)C(=O)N 1-methyl-4-oxo-4,5-dihydro-1H-pyrrolo[3,2-c]pyridine-2-carboxamide